C(C)C1=C(C(=C2C(=N1)CC=1C=CC=CC12)C1=CC=C(C=C1)OC)CC 2,3-diethyl-4-(4-methoxyphenyl)-9H-indeno[2,1-b]pyridine